C(C=C)(=O)OCCN(S(=O)(=O)C(C(C(C(C(C(C(C(F)(F)F)(F)F)(F)F)(F)F)(F)F)(F)F)(F)F)(F)F)CCCC [butyl[(heptadecafluorooctyl)sulfonyl]amino]ethyl acrylate